ClC1=C(C=CC=C1OC)C(=O)N1C[C@H]2CO[C@@H](CN2CC1)C1=C(C(=CC=C1)F)F (2-chloro-3-methoxyphenyl)((3R,9aS)-3-(2,3-difluorophenyl)hexahydropyrazino[2,1-c][1,4]oxazin-8(1H)-yl)methanone